4-IODO-2,5-DIMETHYLTHIOPHENE-3-CARBALDEHYDE IC=1C(=C(SC1C)C)C=O